O1CCOC2=C1C=CC=C2NC(CC(C)=O)=O N-(2,3-dihydro-1,4-benzodioxin-5-yl)-3-oxo-butanamide